3-(5-methyl-2-(trifluoromethyl)pyridin-4-yl)pentanedioic acid CC=1C(=CC(=NC1)C(F)(F)F)C(CC(=O)O)CC(=O)O